N-(trideuteromethyl)pyridazin-3-carboxamide [2H]C(NC(=O)C=1N=NC=CC1)([2H])[2H]